N-((4-(3,6-dihydro-2H-pyran-4-yl)phenyl)(phenyl)methyl)-2-oxo-6-(trifluoromethyl)-1,2-dihydropyridine-3-carboxamide O1CCC(=CC1)C1=CC=C(C=C1)C(NC(=O)C=1C(NC(=CC1)C(F)(F)F)=O)C1=CC=CC=C1